N1[C@@H](CCC1)C(=O)N L-prolinamide